ClC1=C(C=NN1C)NC1=NC=CC(=N1)C1=CC=CC(=N1)C1=NN=C(S1)C1(C(N(CC1)C)=O)O 3-(5-(6-(2-((5-Chloro-1-methyl-1H-pyrazol-4-yl)amino)pyrimidin-4-yl)pyridin-2-yl)-1,3,4-thiadiazol-2-yl)-3-hydroxy-1-methylpyrrolidin-2-one